C(C1=CC=CC=C1)OC(=O)N(CC(CN1C=NC2=C1C(=CC=C2F)C2=NC(=NC=C2)N[C@H]2C[C@H](N(C2)C(=O)OC(C)(C)C)C(=O)O)OC)C (2S,4S)-4-[[4-[3-[3-[benzyloxycarbonyl(methyl)amino]-2-methoxy-propyl]-7-fluoro-benzimidazol-4-yl]pyrimidin-2-yl]amino]-1-tert-butoxycarbonyl-pyrrolidine-2-carboxylic acid